5-{2-[5-bromo-4-fluoro-2-(7-methylquinoline-8-sulfonamido)phenyl]ethynyl}-4-methoxypyridine-2-carboxylic acid BrC=1C(=CC(=C(C1)C#CC=1C(=CC(=NC1)C(=O)O)OC)NS(=O)(=O)C=1C(=CC=C2C=CC=NC12)C)F